C(C)(C)(C)C1C=2C(=C(C(NC2C=2N(C1)C1=C(N2)C(=CC=C1)OC(F)F)=O)C(=O)O)O 5-(tert-butyl)-11-(difluoromethoxy)-4-hydroxy-2-oxo-1,2,5,6-tetrahydrobenzo[4,5]imidazo[1,2-h][1,7]naphthyridine-3-carboxylic acid